ClC=1C=NC=CC1N1N=CC(=C1C(F)(F)F)C(=O)O 1-(3-chloro-pyridin-4-yl)-5-trifluoromethyl-1H-pyrazole-4-carboxylic acid